FC(C1=CC=2C(=NC(=CC2)C(C)N2C[C@@H](N(C[C@H]2CC)C=2C=3C(N(C(N2)=O)C)=CN(N3)C3OCCCC3)CC)S1)F 7-((2S,5R)-4-(1-(2-(difluoromethyl)thieno[2,3-b]pyridin-6-yl)ethyl)-2,5-diethylpiperazin-1-yl)-4-methyl-2-(tetrahydro-2H-pyran-2-yl)-2,4-dihydro-5H-pyrazolo[4,3-d]pyrimidin-5-one